NC=1N=C2N(C=C(C=C2)C2=C3C=NNC3=CC(=C2Cl)F)C1C(=O)[C@H]1[C@H](C1)F (2-amino-6-(5-chloro-6-fluoro-1H-indazol-4-yl)imidazo[1,2-a]pyridin-3-yl)((1S,2S)-2-fluorocyclopropyl)methanone